FC(C1=CC=C(C=C1)[C@@H](C)N)(F)F (R)-1-(4-(trifluoromethyl)phenyl)ethane-1-amine